C1(CC1)C1=C(C=C(C=C1)C(=O)OC)S(=O)(=O)NC1=C(C=CC(=C1)C(F)(F)F)C1=CCCCN1C(=O)OC(C)(C)C tert-butyl 6-(2-((2-cyclopropyl-5-(methoxycarbonyl)phenyl)sulfonamido)-4-(trifluoromethyl)phenyl)-3,4-dihydropyridine-1-carboxylate